C(C)(C)(C)OC(=O)N1CC2(CC1)CCC(CC2)[Zn]I (2-tert-butoxycarbonyl-2-azaspiro[4.5]decan-8-yl)-iodo-zinc